O=C1N(C(CC1)=O)OC(=O)O[C@@H](CNC(OC(C)(C)C)=O)C tert-butyl (R)-(2-((((2,5-dioxopyrrolidin-1-yl)oxy)carbonyl)oxy)propyl)carbamate